N-tertiary butyl-aniline C(C)(C)(C)NC1=CC=CC=C1